ClC1=CC=C2C=C(NC2=C1C=1C=NNC1)C(=O)[O-] 6-CHLORo-7-PYRAZOL-4-YL-1H-INDOL-2-CARBOXYLAT